(R)-5-amino-N-(cyclopropylmethyl)-8-fluoro-N-(2-(trifluoromethyl)-6,7-dihydro-5H-cyclopenta[b]pyridin-5-yl)benzo[c][2,6]naphthyridin-9-carboxamide NC1=NC2=C(C3=CN=CC=C13)C=C(C(=C2)F)C(=O)N([C@@H]2CCC1=NC(=CC=C12)C(F)(F)F)CC1CC1